OC=1C=C(C(=O)NC2(CC2)C(=O)N\N=C\[C@]2([C@@H](N3C(C[C@H]3S2(=O)=O)=O)C(=O)O)C)C=CC1O (2S,3R,5R)-3-((E)-(2-(1-(3,4-dihydroxybenzamido)cyclopropanecarbonyl)hydrazono)methyl)-3-methyl-7-oxo-4-thia-1-azabicyclo[3.2.0]heptane-2-carboxylic acid 4,4-dioxide